4-(1-(2-Chloro-4-(1-methyl-1H-1,2,3-triazol-5-yl)phenyl)-1H-imidazol-4-yl)-N-(1-(methyl-sulfonyl)piperidin-4-yl)-5-(trifluoro-methyl)pyrimidin-2-amine ClC1=C(C=CC(=C1)C1=CN=NN1C)N1C=NC(=C1)C1=NC(=NC=C1C(F)(F)F)NC1CCN(CC1)S(=O)(=O)C